BrC=1C=C(C=CC1)C=1C=C2C=NN(C(C2=CC1)=O)C1=NC=C(C=C1)F 6-(3-bromophenyl)-2-(5-fluoropyridin-2-yl)phthalazin-1(2H)-one